ClC#CCCCC Chlorohexyn